(6-isobutylpyridin-3-yl)methanol C(C(C)C)C1=CC=C(C=N1)CO